C(C)(C)OC1=CC=C(N=N1)C1=NSC(=N1)NC1=NC=CC=C1N(C)C N2-(3-(6-isopropoxy-pyridazin-3-yl)-1,2,4-thiadiazol-5-yl)-N3,N3-dimethyl-pyridine-2,3-diamine